1H-indenyl acetate C(C)(=O)OC1C=CC2=CC=CC=C12